CC=1C(=NC(=NC1NC12CC(C1)(C2)N2CCOCC2)C#N)OC Methyl-2-cyano-4-methoxy-6-((3-morpholinobicyclo[1.1.1]pentan-1-yl)amino)pyrimidine